(5-bromo-2-(methylthio)phenyl)boronic acid BrC=1C=CC(=C(C1)B(O)O)SC